2-(difluoromethyl)-5-(5-fluoro-6-((4-(pyridin-3-yl)-1H-1,2,3-triazol-1-yl)methyl)pyridin-3-yl)-1,3,4-oxadiazole FC(C=1OC(=NN1)C=1C=NC(=C(C1)F)CN1N=NC(=C1)C=1C=NC=CC1)F